Heptadecan-9-yl 8-((2-(dimethylamino)ethyl)(8-(nonyloxy)-8-oxooctyl)amino)octanoate CN(CCN(CCCCCCCC(=O)OC(CCCCCCCC)CCCCCCCC)CCCCCCCC(=O)OCCCCCCCCC)C